2-((5-((3-Bromo-4-(1H-imidazol-1-yl)phenyl)(5-(3,5-dimethylisoxazol-4-yl)-2-methylpyridin-3-yl)amino)pentyl)oxy)acetic acid BrC=1C=C(C=CC1N1C=NC=C1)N(CCCCCOCC(=O)O)C=1C(=NC=C(C1)C=1C(=NOC1C)C)C